3-methyl-p-hydroxycinnamic acid CC=1C=C(C=CC(=O)O)C=CC1O